2-AMINO-4-METHYLPYRIDINE-3-BORONIC ACID NC1=NC=CC(=C1B(O)O)C